(2R)-2-methylpyrrolidine C[C@H]1NCCC1